C1(=CC=CC=C1)C(CNC(=O)C1OC2=CC=CC=C2CC1)C1=CC=CC=C1 (2,2-diphenylethyl)carbamoyl-chroman